2-methyl-4-oxidanylidene-6-[4-[tris(fluoranyl)methoxy]-1-piperidyl]-3,5,7,8-tetrahydroquinazoline-6-carbonitrile CC1=NC=2CCC(CC2C(N1)=O)(C#N)N1CCC(CC1)OC(F)(F)F